5-hydroxy-N-[4-methyl-3-(trifluoromethyl)phenyl]-2-(4-nitrophenyl)pyridine-3-carboxamide OC=1C=C(C(=NC1)C1=CC=C(C=C1)[N+](=O)[O-])C(=O)NC1=CC(=C(C=C1)C)C(F)(F)F